(R)-7-Chloro-N-(2-(4-cyanothiazolidin-3-yl)-2-oxoethyl)-6-morpholinoquinoline-4-carboxamide ClC1=C(C=C2C(=CC=NC2=C1)C(=O)NCC(=O)N1CSC[C@H]1C#N)N1CCOCC1